FC1=C(OC2CCN(CC2)C2=C(N=C3C(=N2)C=NC(=C3)[C@H](C(C)(O)C)O)C=3C=NN(C3)CF)C=CC(=C1)F |o1:20| rel-(R)-1-(3-(4-(2,4-difluorophenoxy)piperidin-1-yl)-2-(1-(fluoromethyl)-1H-pyrazol-4-yl)pyrido[3,4-b]pyrazin-7-yl)-2-methylpropane-1,2-diol